(1S,2R)-6-chloro-1-hydroxy-2,3-dihydro-1H-inden ClC1=CC=C2CC[C@@H](C2=C1)O